sodium sulfanyl ketone SC(=O)S.[Na]